C(C1=CC=CC=C1)OC1=NC(=CC=C1I)OCC1=CC=CC=C1 2,6-dibenzyloxy-3-iodo-pyridine